N[C@H]1CN(CCC1)C1=C2C(=NC=C1)N(C(=N2)C2=CC(=C(C#N)C=C2)F)C2=C(C=C(C=C2)N2C[C@H](CC2)OC)F 4-(7-((R)-3-aminopiperidine-1-yl)-3-(2-fluoro-4-((S)-3-methoxypyrrolidine-1-yl)phenyl)-3H-imidazo[4,5-b]pyridine-2-yl)-2-fluorobenzonitrile